1,3,5-tris(4-tert-butyl-3-hydroxy-2,6-dimethylbenzyl)-1,3,5-triazine-2,4,6(1h,2h,5h)-trione C(C)(C)(C)C1=C(C(=C(CN2C(N(C(N(C2=O)CC2=C(C(=C(C=C2C)C(C)(C)C)O)C)=O)CC2=C(C(=C(C=C2C)C(C)(C)C)O)C)=O)C(=C1)C)C)O